(6-(2-((trans-4-(dimethylamino)cyclohexyl)amino)pyrrolo[2,1-f][1,2,4]triazin-5-yl)imidazo[1,2-a]pyridin-3-yl)(pyrrolidin-1-yl)methanone CN([C@@H]1CC[C@H](CC1)NC1=NN2C(C=N1)=C(C=C2)C=2C=CC=1N(C2)C(=CN1)C(=O)N1CCCC1)C